magnesium aluminum hydroxide carbonate hydrate O.C([O-])([O-])=O.[OH-].[Al+3].[Mg+2]